1,3-Bis-(aminomethyl)cyclohexan NCC1CC(CCC1)CN